laurylaspartate C(CCCCCCCCCCC)N[C@@H](CC(=O)[O-])C(=O)[O-]